C(C1=CC=CC=C1)OC(=O)N1CCC(=CC1C1=CC=C(C=C1)C(=O)OC)C=1C=NC=CC1 6'-(4-(methoxycarbonyl)phenyl)-3',6'-dihydro-[3,4'-bipyridine]-1'(2'h)-carboxylic acid benzyl ester